2-thiophenyl-boronic acid pinacol ester S1C(=CC=C1)B1OC(C)(C)C(C)(C)O1